ClC(C)OC(=O)Cl chloroformic acid-1-chloroethyl ester